C(C)OC(=O)C=1C=NN(C1N)C1=C(C(=CC=C1)Cl)F 5-amino-1-(3-chloro-2-fluorophenyl)-1H-pyrazole-4-carboxylic acid ethyl ester